FC(C1(CC1)NCC1CC2(CN(C2)C=O)C1)(F)F [6-[[[1-(trifluoromethyl)cyclopropyl]amino]methyl]-2-azaspiro[3.3]heptan-2-yl]methanone